FC1=C(C=C(C=C1F)N1N=CC2=CC(=C(C=C12)C)N1CCN(CC1)S(=O)(=O)C)O 2,3-Difluoro-5-(6-methyl-5-(4-(methylsulfonyl)piperazin-1-yl)-1H-indazol-1-yl)phenol